N-[4-(1H-1,3-benzodiazol-2-yl)phenyl]-3-{[(1E)-2-phenylethenyl]oxy}benzamide N1C(=NC2=C1C=CC=C2)C2=CC=C(C=C2)NC(C2=CC(=CC=C2)O\C=C\C2=CC=CC=C2)=O